BrC=1C=C(N)C=C(C1)OCCOC 3-bromo-5-(2-methoxyethoxy)aniline